Germanium Tetraethoxide [O-]CC.[O-]CC.[O-]CC.[O-]CC.[Ge+4]